(2S)-2-(4-fluorophenyl)-N-{4-[3-(4-fluorophenyl)-5-methyl-4-oxo-4,5-dihydro-1H-pyrrolo[3,2-c]pyridin-2-yl]pyridin-2-yl}propanamide FC1=CC=C(C=C1)[C@@H](C(=O)NC1=NC=CC(=C1)C1=C(C=2C(N(C=CC2N1)C)=O)C1=CC=C(C=C1)F)C